C(C)C=1N=CN(C1)C1=CCC2C3CC=C4CCCC[C@@]4(C3CC[C@]12C)C (3S,10R,13S)-17-(4-Ethyl-1H-imidazol-1-yl)-10,13-dimethyl-2,3,4,7,8,9,10,11,12,13,14,15-dodecahydro-1H-cyclopenta[a]phenanthren